2,4,6,8,10-pentamethyl-pentavinyl-cyclopentasiloxane C[Si]1(O[Si](O[Si](O[Si](O[Si](O1)(C)C=C)(C)C=C)(C)C=C)(C)C=C)C=C